NCC(C[Si](C)(C)OCC(C)C)C 3-amino-2-methylpropyl-(isobutoxydimethylsilane)